(6-(2-((trans-3-ethoxycyclobutyl)amino)pyrrolo[2,1-f][1,2,4]triazin-5-yl)imidazo[1,2-a]pyridin-3-yl)(pyrrolidin-1-yl)methanone C(C)O[C@@H]1C[C@H](C1)NC1=NN2C(C=N1)=C(C=C2)C=2C=CC=1N(C2)C(=CN1)C(=O)N1CCCC1